N-octylcyclohexane-1,2-diamine C(CCCCCCC)NC1C(CCCC1)N